di-t-butyl peroxyazelate C(CCCCCCCC(=O)OC(C)(C)C)(=O)OOC(C)(C)C